BrC1=CC=C(C(=O)C=CC(=O)O)C=C1 3-(4-bromobenzoyl)acrylic acid